(R)-3-(n-pentylamino)azepane-1-carboxylic acid tert-butyl ester C(C)(C)(C)OC(=O)N1C[C@@H](CCCC1)NCCCCC